CC=1C(=NC=NC1C)N1CCN(CC1)CC=1OC2=C(N1)C=CC(=C2)C=C 2-((4-(5,6-dimethylpyrimidin-4-yl)piperazin-1-yl)methyl)-6-vinylbenzo[d]oxazole